The molecule is an ionic macromolecule consisting of (6R)-5,10-methylenetetrahydrofolate(2-) with an arbitrary number of glutamate residues attached as a polypeptide to the single existent one. It derives from a (6R)-5,10-methylenetetrahydrofolate(2-). C1C2CN(CN2C3=C(N1)N=C(NC3=O)N)C4=CC=C(C=C4)C(=O)NC(CCC(=O)[O-])C(=O)[O-]